ClC1=CC=C(S1)CNC1=CC(=NN1C(=O)C1(CCOCC1)C)C1(C(NCC1)=O)C 3-(5-{[(5-chlorothiophen-2-yl)methyl]amino}-1-(4-methyloxane-4-carbonyl)-1H-pyrazol-3-yl)-3-methylpyrrolidin-2-one